2-(1H-imidazol-1-yl)-N-(2-(2-methoxyethoxy)pyrimidin-5-yl)-5H-pyrrolo[3,2-d]pyrimidine-4-carboxamide N1(C=NC=C1)C=1N=C(C2=C(N1)C=CN2)C(=O)NC=2C=NC(=NC2)OCCOC